4-((1-((2-Cyano-4-fluorophenyl)sulfonyl)-3-(hydroxymethyl)azetidin-3-yl)methoxy)-2-fluorobenzonitrile C(#N)C1=C(C=CC(=C1)F)S(=O)(=O)N1CC(C1)(CO)COC1=CC(=C(C#N)C=C1)F